tris(2,4,6-trimethyl-3-(pyridine-3-yl)phenyl)borane CC1=C(C(=CC(=C1C=1C=NC=CC1)C)C)B(C1=C(C(=C(C=C1C)C)C=1C=NC=CC1)C)C1=C(C(=C(C=C1C)C)C=1C=NC=CC1)C